4-[4-cyano-2-methyl-6-[1-(2-morpholin-4-ylethyl)pyrazol-4-yl]indazol-3-yl]-2-(difluoromethoxy)-6-methoxy-N-[[rel-(1R)-2,2-difluorocyclopropyl]methyl]benzamide C(#N)C=1C2=C(N(N=C2C=C(C1)C=1C=NN(C1)CCN1CCOCC1)C)C1=CC(=C(C(=O)NC[C@@H]2C(C2)(F)F)C(=C1)OC)OC(F)F |o1:33|